N-(4-(2,5-difluoro-4-(propylsulfonylamino)phenyl)-1H-pyrrolo[2,3-b]pyridin-6-yl)cyclopropylcarboxamide FC1=C(C=C(C(=C1)NS(=O)(=O)CCC)F)C1=C2C(=NC(=C1)NC(=O)C1CC1)NC=C2